4-(2-((3-amino-tetrahydrofuran-3-yl)methoxy)-6,8-difluoro-4-((1S,5R)-1-methyl-3,8-diazabicyclo[3.2.1]octan-3-yl)quinazolin-7-yl)naphthalen-2-ol NC1(COCC1)COC1=NC2=C(C(=C(C=C2C(=N1)N1C[C@@]2(CC[C@H](C1)N2)C)F)C2=CC(=CC1=CC=CC=C21)O)F